COC=1C=C(CN(C=2SC=C(N2)COCCCC2=CC=C(C=C2)OC)CC2=CC(=CC=C2)OC)C=CC1 N,N-bis(3-methoxybenzyl)-4-((3-(4-methoxyphenyl)propoxy)methyl)thiazol-2-amine